COP(=O)(OC)OCN1C(=[N+](C=C1C)[O-])C=1C=C(C(=CC1)OC)C1=C(C=CC=C1C)C 1-(((dimethoxyphosphoryl)oxy)methyl)-2-(6-methoxy-2',6'-dimethyl-[1,1'-biphenyl]-3-yl)-5-methyl-1H-imidazole 3-oxide